3,5-difluoro-4-[5-methyl-3-(trifluoromethyl)pyrazol-1-yl]benzoic acid FC=1C=C(C(=O)O)C=C(C1N1N=C(C=C1C)C(F)(F)F)F